N,N'-diphenyl-3,4,9,10-perylenedicarboximide C1=CC=C(C=C1)N2C(=O)C3=C4C(=CC=C5C4=C(C=C3)C6=C7C5=CC=C8C7=C(C=C6)C(=O)N(C8=O)C9=CC=CC=C9)C2=O